C(OC12CC3CC(CC(C1)C3)C2)(OC[C@]2(O[C@H](C[C@@H]2O)N2C3=NC(=NC(=C3N=C2)N)F)C#C)=O 1-adamantyl [(2R,3S,5R)-5-(6-amino-2-fluoro-purin-9-yl)-2-ethynyl-3-hydroxy-tetrahydrofuran-2-yl]methyl carbonate